ClC1=C2C=CN(C2=CC=C1)[C@H]1[C@@H]([C@@]([C@H](O1)CO)(O)C)O (2R,3S,4R,5R)-5-(4-chloro-1H-indol-1-yl)-2-(hydroxymethyl)-3-methyltetrahydrofuran-3,4-diol